(E)-butyl(4-ethylstyryl)sulfane C(CCC)S\C=C\C1=CC=C(C=C1)CC